(5-Nitrofuran-2-yl)Methyl (Tert-Butoxy-Carbonyl)-L-Alaninate C(C)(C)(C)OC(=O)N[C@@H](C)C(=O)OCC=1OC(=CC1)[N+](=O)[O-]